C(C)(C)N(CCC1=CNC=2C=CC=C(C12)O)CCC 3-(2-(isopropyl(propyl)amino)ethyl)-1H-indol-4-ol